(R)-2-(4-bromo-2-(1,1-difluoroethyl)phenoxy)-3-fluoropropionic acid BrC1=CC(=C(O[C@H](C(=O)O)CF)C=C1)C(C)(F)F